Br.N1C(=NC2=C1C=CC=C2)CN(CCN)C2CCCC=1C=CC=NC21 N1-(1H-Benzimidazol-2-ylmethyl)-N1-(5,6,7,8-tetrahydro-quinolin-8-yl)-ethane-1,2-diamine hydrobromide salt